NC1(CCCCC1)OC1=C(C=C(C=C1)S(=O)(=O)C)C=1C=C(C(N(C1)C)=O)C 5-[2-(4-cis-aminocyclohexyl)oxy-5-methylsulfonylphenyl]-1,3-dimethylpyridin-2-one